(3-{6-amino-5-[1-(2,6-dichloro-3-fluoro-phenyl)-ethoxy]-pyridin-3-yl}-phenyl)-((S)-2-pyrrolidin-1-ylmethyl-pyrrolidin-1-yl)-methanone NC1=C(C=C(C=N1)C=1C=C(C=CC1)C(=O)N1[C@@H](CCC1)CN1CCCC1)OC(C)C1=C(C(=CC=C1Cl)F)Cl